N-(5-(ethylthio)-1,3,4-thiadiazol-2-yl)-2-((4-oxo-1-cyclohexyl-4,5-dihydro-1H-pyrazolo[3,4-d]pyrimidin-6-yl)thio)acetamide C(C)SC1=NN=C(S1)NC(CSC=1NC(C2=C(N1)N(N=C2)C2CCCCC2)=O)=O